The molecule is an anthocyanin cation that is delphinidin substituted at position 3 by a 6-O-(cis-4 coumaryl)-beta-D-glucosyl residue It has a role as a metabolite. It is an anthocyanin cation, a beta-D-glucoside, a cinnamate ester and a polyphenol. It derives from a delphinidin and a cis-4-coumaric acid. C1=CC(=CC=C1/C=C\\C(=O)OC[C@@H]2[C@H]([C@@H]([C@H]([C@@H](O2)OC3=CC4=C(C=C(C=C4[O+]=C3C5=CC(=C(C(=C5)O)O)O)O)O)O)O)O)O